C1(CC1)N1N=C(C(=C1)CC1CC2(CNC2)C1)C(F)(F)F 6-[[1-Cyclopropyl-3-(trifluoromethyl)pyrazol-4-yl]methyl]-2-azaspiro[3.3]heptane